N[C@@H]1CN(CC1)S(=O)(=O)NC(=O)C=1C(=NC(=CC1)C1=C(C=CC(=C1)F)C)N1C(C[C@@H](C1)C)(C)C N-[(3S)-3-Aminopyrrolidin-1-yl]sulfonyl-6-(5-fluoro-2-methylphenyl)-2-[(4S)-2,2,4-trimethylpyrrolidin-1-yl]pyridin-3-carboxamid